6-Boc-L-lysine C(=O)(OC(C)(C)C)C(CCC[C@H](N)C(=O)O)N